4-[4-[tert-butoxycarbonyl(cyclopropyl)amino]-1-piperidyl]-2-methyl-indazole-7-carboxylic acid C(C)(C)(C)OC(=O)N(C1CCN(CC1)C=1C2=CN(N=C2C(=CC1)C(=O)O)C)C1CC1